C(C)(C)N1C(=NC=2C1=NC(=CC2)C2=CNC=1N=C(N=CC12)CCC(F)(F)F)C 3-isopropyl-2-methyl-5-(2-(3,3,3-trifluoropropyl)-7H-pyrrolo[2,3-d]pyrimidin-5-yl)-3H-imidazo[4,5-b]pyridine